FC1=CC=C(C=C1)C=1C=NC2=CC=CC=C2C1 3-(4-fluorophenyl)quinoline